2,3-dihydroxy-4-[(phosphono-oxy)methyl]cyclopentane OC1CCC(C1O)COP(=O)(O)O